CN1C(=NC(=C1)C(F)(F)F)C1=CC=C(CNC=2C3=C(N=CN2)CCC3)C=C1 N-(4-(1-methyl-4-(trifluoromethyl)-1H-imidazol-2-yl)benzyl)-6,7-dihydro-5H-cyclopenta[d]pyrimidin-4-amine